(+)-4-(5-(2-(difluoromethyl)-3-ethoxy-4-methoxyphenyl)pyridin-3-yl)-1,2-oxaborolan-2-ol FC(C1=C(C=CC(=C1OCC)OC)C=1C=C(C=NC1)C1CB(OC1)O)F